4-(((3-fluorophenyl)amino)methyl)-N-hydroxybenzoamide FC=1C=C(C=CC1)NCC1=CC=C(C(=O)NO)C=C1